C(C)O[C@H]1C2[C@@H](N(CC1CC2)CC2=C1C=CNC1=C(C=C2OC)C)C2=CC=C(C(=O)O)C=C2 4-((2r,8r)-8-ethoxy-3-((5-methoxy-7-methyl-1H-indol-4-yl)methyl)-3-azabicyclo[3.2.1]oct-2-yl)benzoic acid